C(C)(C)(C)OC(NCCNC1=C(C(N(C2=NC(=C(C=C12)Cl)C1=C(C=CC=C1OC)F)C=1C(=NC=CC1C)C(C)C)=O)[N+](=O)[O-])=O (2-((6-chloro-7-(2-fluoro-6-methoxyphenyl)-1-(2-isopropyl-4-methylpyridin-3-yl)-3-nitro-2-oxo-1,2-dihydro-1,8-naphthyridin-4-yl)amino)ethyl)carbamic acid tert-butyl ester